O1CCN(CC1)CCNC(=N)N 1-(2-morpholinoethyl)guanidine